S-(2-(((Benzylamino)((6-(3-carbamoylpyridin-1(4H)-yl)-2,2-dimethyltetrahydrofuro[3,4-d][1,3]dioxol-4-yl)methoxy)phosphoryl)oxy)ethyl) 2,2-dimethylpropanethioate CC(C(SCCOP(=O)(OCC1OC(C2OC(OC21)(C)C)N2C=C(CC=C2)C(N)=O)NCC2=CC=CC=C2)=O)(C)C